NS(=O)(=O)N Aminosulfon